tert-butyl 2-(2-amino-5-((2-bromo-5-isopropylpyridin-4-yl)oxy)pyrimidin-4-yl)hydrazine-1-carboxylate NC1=NC=C(C(=N1)NNC(=O)OC(C)(C)C)OC1=CC(=NC=C1C(C)C)Br